N-(3-methoxybenzyl)-4-methyl-5-(morpholinomethyl)-N-(4-(pyrrolidin-1-yl)benzyl)thiazol-2-amine COC=1C=C(CN(C=2SC(=C(N2)C)CN2CCOCC2)CC2=CC=C(C=C2)N2CCCC2)C=CC1